[O-2].[Ti+2] titanium (ii) oxide